C1CC12CN(CC2)[C@H](C)C2=CC(=NC(=C2)C(F)(F)F)C(=O)NC2=CC(=CC=C2)C2(COC2)CC2=NN=CN2C (R)-4-(1-(5-azaspiro[2.4]heptan-5-yl)ethyl)-N-(3-(3-((4-methyl-4H-1,2,4-triazol-3-yl)methyl)oxetan-3-yl)phenyl)-6-(trifluoromethyl)picolinamide